BrC1=C(C(=O)OC(C)(C)C)C=C(C=C1)Br tert-butyl 2,5-dibromobenzoate